N1CC(=CC2=NC=CC=C12)C#N Dihydro-1,5-naphthyridine-3-carbonitrile